FC1(COCC1)C(=O)O 3-fluorooxolane-3-carboxylic acid